NC=1N(N=C2CN(CCC21)S(=O)(=O)CF)C(=O)C2CCNC1=CC=C(C=C21)F (3-amino-6-(fluoromethyl-sulfonyl)-4,5,6,7-tetrahydro-pyrazolo[3,4-c]pyridin-2-yl)(6-fluoro-1,2,3,4-tetrahydro-quinolin-4-yl)methanone